NCCCN(CCCNC1=CC(=NC(=C1)C1=CC=C(C=C1)OC)C1=CC=C(C=C1)N1CCN(CC1)C(=O)OC(C)(C)C)C tert-butyl 4-{4-[4-({3-[(3-aminopropyl)(methyl)amino]propyl} amino)-6-(4-methoxyphenyl)pyridin-2-yl]phenyl}piperazine-1-carboxylate